(4EZ)-4-(((4-fluorophenyl)amino)(methylthio)methylene)-1-[6-(Trifluoromethyl)pyridin-3-yl]-tetrahydropyridazine FC1=CC=C(C=C1)NC(SC)=C1CNN(CC1)C=1C=NC(=CC1)C(F)(F)F